(2R,4R)-2,4-dihydroxyheptadec-16-en-1-yl acetate C(C)(=O)OC[C@@H](C[C@@H](CCCCCCCCCCCC=C)O)O